C(C=1C(O)=CC=CC1)=C(O)[C@H](N)[C@H](O)[C@H](O)CCCCCCCCCCCCCC Salicylyl-phytosphingosine